CC1=CC=C(C=C1)S(=O)(=O)O[C@H]1[C@@H](C[C@H]2CN(C[C@H]21)C(=O)C=2SC(=CC2)C)F [(3aS,4R,5R,6aR)-5-Fluoro-2-(5-methylthiophene-2-carbonyl)-3,3a,4,5,6,6a-hexahydro-1H-cyclopenta[c]pyrrol-4-yl] 4-methylbenzenesulfonate